methyl (9Z)-21-{[4-(dimethylamino)butanoyl]oxy}octacos-9-enoate CN(CCCC(=O)OC(CCCCCCCCCC\C=C/CCCCCCCC(=O)OC)CCCCCCC)C